nonynoate C(C#CCCCCCC)(=O)[O-]